ethyl N2-((benzyloxy)carbonyl)-N4-(2-(4-bromophenyl)-2-oxoethyl)-L-asparaginate C(C1=CC=CC=C1)OC(=O)N[C@@H](CC(NCC(=O)C1=CC=C(C=C1)Br)=O)C(=O)OCC